8-(2-Diethylamino-ethoxy)-3-fluoro-6,6-dimethyl-6H-benzo[b]naphtho[2,3-d]furan-11-one C(C)N(CCOC=1C=C2C(C3=C(C4=C(O3)C=C(C=C4)F)C(C2=CC1)=O)(C)C)CC